C(C)OC(=O)C1C(N(C2=C(C(=NC(=C2C1=O)Cl)Cl)F)CC1=CC=C(C=C1)OC)=O 5,7-dichloro-8-fluoro-1-(4-methoxybenzyl)-2,4-dioxo-1,2,3,4-tetrahydro-1,6-naphthyridine-3-carboxylic acid ethyl ester